3-(4-((8-chloro-[1,2,4]triazolo[4,3-a]pyridin-3-yl)thio)butoxy)-2-(4-bromophenyl)-4H-chromen-4-one ClC=1C=2N(C=CC1)C(=NN2)SCCCCOC2=C(OC1=CC=CC=C1C2=O)C2=CC=C(C=C2)Br